[4-(1,1-dimethylpropyl)-2-methyl-phenyl] trifluoromethanesulfonate FC(S(=O)(=O)OC1=C(C=C(C=C1)C(CC)(C)C)C)(F)F